Benzyl N-[4-[[5-[5-(difluoromethyl)-1,3,4-oxadiazol-2-yl]pyrazin-2-yl]methyl-(3-fluorophenyl)carbamoyl]-1-oxo-1,4-thiazinan-1-ylidene]carbamate FC(C1=NN=C(O1)C=1N=CC(=NC1)CN(C(=O)N1CCS(CC1)(=O)=NC(OCC1=CC=CC=C1)=O)C1=CC(=CC=C1)F)F